2-[1-(2,2-difluoroethyl)-1H-pyrazol-4-yl]-3-methylcyclopropane-1-carboxylic acid tert-butyl ester C(C)(C)(C)OC(=O)C1C(C1C)C=1C=NN(C1)CC(F)F